OCC1=C(N=NN1C)C1=CC=C(C(=N1)C)OCC12CC(C1)(C2)C(=O)OC Methyl 3-(((6-(5-(hydroxymethyl)-1-methyl-1H-1,2,3-triazol-4-yl)-2-methyl-pyridin-3-yl)oxy)methyl)bicyclo[1.1.1]pentane-1-carboxylate